1-methyl-1H-1,2,3-benzotriazole-5-carboxylic acid ethyl ester C(C)OC(=O)C1=CC2=C(N(N=N2)C)C=C1